amino-piperidine NN1CCCCC1